((((2R,3S,4R,5R)-5-((2-chloro-4-(methylamino)pyrrolo[2,1-f][1,2,4]triazine-7-yl)methyl)-3,4-dihydroxytetrahydrofuran-2-yl)methoxy)methyl)phosphonic acid ClC1=NN2C(C(=N1)NC)=CC=C2C[C@@H]2[C@@H]([C@@H]([C@H](O2)COCP(O)(O)=O)O)O